C(C)(C)(C)OC(=O)N1[C@H](CCC1)CN1C(=CC2=NC=CC=C21)C(=O)OCC ethyl 1-{[(2R)-1-(tert-butoxycarbonyl) pyrrolidin-2-yl] methyl}-1H-pyrrolo[3,2-b]pyridine-2-carboxylate